4-(2-amino-3-nitropyridin-4-yl)-1H-pyrazole-1-carboxylic acid tert-butyl ester C(C)(C)(C)OC(=O)N1N=CC(=C1)C1=C(C(=NC=C1)N)[N+](=O)[O-]